ClC1=NC=CC(=N1)C1=C(N=C(S1)C(C)(C)C)C=1C(=C(C=CC1)NS(=O)(=O)C1=C(C=CC=C1F)F)F N-[3-[5-(2-chloro-4-pyrimidinyl)-2-(tert-butyl)-4-thiazolyl]-2-fluorophenyl]-2,6-difluorobenzenesulfonamide